(1r,4r)-4-((3-(2-Chloro-4-(pyridin-3-oxy)benzoyl)-1H-pyrrolo[2,3-b]pyridine-4-yl)amino)cyclohexane-1-carboxylic acid ClC1=C(C(=O)C2=CNC3=NC=CC(=C32)NC3CCC(CC3)C(=O)O)C=CC(=C1)OC=1C=NC=CC1